5-(8-((1S,2S)-2-(1-(2,2,2-trifluoroethyl)-1H-pyrazolo[4,3-b]pyridin-6-yl)cyclopropyl)imidazo[1,2-b]pyridazin-6-yl)pyrimidine-2,4(1H,3H)-dione FC(CN1N=CC2=NC=C(C=C21)[C@@H]2[C@H](C2)C=2C=1N(N=C(C2)C=2C(NC(NC2)=O)=O)C=CN1)(F)F